O=C1NC(CCC1N1C(C2=CC=C(C=C2C1)CC1=NC2=CC=CC=C2C(=C1)C(=O)N)=O)=O ((2-(2,6-dioxopiperidin-3-yl)-1-oxoisoindolin-5-yl)methyl)quinoline-4-carboxamide